(6-chloro-1H-indazol-4-yl)pyrimidin-4-ol ClC1=CC(=C2C=NNC2=C1)C1=NC=CC(=N1)O